6-(benzyloxy)-2,2-difluorohexanoic acid C(C1=CC=CC=C1)OCCCCC(C(=O)O)(F)F